dimethyloctylchlorosilane C[Si](Cl)(CCCCCCCC)C